ClC1=C(C=CC(=C1)Cl)C1=CC(=C(C=C1)C1CC1)C=1C(C(OC(C1O)(C)C)(C)C)=O 4-(2',4'-Dichloro-4-cyclopropyl[1,1'-biphenyl]-3-yl)-5-hydroxy-2,2,6,6-tetra-methyl-2H-pyran-3(6H)-one